tri-hexadecyl-methyl-ammonium bromide [Br-].C(CCCCCCCCCCCCCCC)[N+](C)(CCCCCCCCCCCCCCCC)CCCCCCCCCCCCCCCC